2-[(2E)-2-(5-isobutyl-3-methyl-cyclohexa-2-en-1-ylidene)ethyl]-1,3-dioxolane C(C(C)C)C1CC(=C\C(\C1)=C\CC1OCCO1)C